FC=1C(=NC=C(C1)C(F)(F)F)N1CCC2(OCCO2)CC1 8-[3-fluoro-5-(trifluoromethyl)-2-pyridinyl]-1,4-dioxa-8-azaspiro[4.5]decane